FC1=CC=2N(C=C1NC(=O)N1CCC=3C1=NC=CC3N3C[C@@H](N(CC3)C(=O)OC(C)(C)C)C)C=C(N2)C tert-butyl (S)-4-(1-((7-fluoro-2-methylimidazo[1,2-a]pyridin-6-yl)carbamoyl)-2,3-dihydro-1H-pyrrolo[2,3-b]pyridin-4-yl)-2-methylpiperazine-1-carboxylate